C(CCCCCCC)CC(=O)O.C(C)(=O)OCC(CCCC)CC 2-ethylhexyl acetate (OctylAcetate)